2-[(2,6-dichloro-phenyl)amino]phenylacetic acid ClC1=C(C(=CC=C1)Cl)NC1=C(C=CC=C1)CC(=O)O